[Si](C)(C)(C(C)(C)C)OCC(CCC)NC1=NN2C(C(=N1)N(CC1=CC=C(C=C1)OC)CC1=CC=C(C=C1)OC)=NC=C2 N2-(1-((tert-butyldimethylsilyl)oxy)pentan-2-yl)-N4,N4-bis(4-methoxybenzyl)imidazo[2,1-f][1,2,4]triazine-2,4-diamine